((4S,5S)-5-(2-methylphenyl)-2,2-diethyl-1,3-dioxolan-4-yl)methanol CC1=C(C=CC=C1)[C@H]1[C@@H](OC(O1)(CC)CC)CO